2,5-Dichlorophenolat ClC1=C(C=C(C=C1)Cl)[O-]